3,5-Bis(4-methoxybenzylidene)-1-methylpiperidin-4-one COC1=CC=C(C=C2CN(CC(C2=O)=CC2=CC=C(C=C2)OC)C)C=C1